3-(chloromethyl)pyridin-2-amine ClCC=1C(=NC=CC1)N